2-(3-bromobenzylidene)-6-methoxy-3,4-dihydronaphthalen-1(2H)-one BrC=1C=C(C=C2C(C3=CC=C(C=C3CC2)OC)=O)C=CC1